(2S)-2-[9H-fluoren-9-yl-methoxycarbonyl(methyl)amino]-3-(6-methoxypyridin-3-yl)propanoic acid C1=CC=CC=2C3=CC=CC=C3C(C12)COC(=O)N([C@H](C(=O)O)CC=1C=NC(=CC1)OC)C